4-benzylsulfanyl-6-bromo-3-iodo-1-tetrahydropyran-2-yl-indazole C(C1=CC=CC=C1)SC1=C2C(=NN(C2=CC(=C1)Br)C1OCCCC1)I